4-bromo-3-chloro-6-(trifluoromethyl)pyridazine BrC1=C(N=NC(=C1)C(F)(F)F)Cl